N1(CC1)C(=O)C1=C(C=C(C=C1)NC=1C=2N(C=CN1)C(=CN2)C2=C(C(=C(C=C2)OC)F)F)Cl aziridin-1-yl(2-chloro-4-((3-(2,3-difluoro-4-methoxy-phenyl)imidazo[1,2-a]pyrazin-8-yl)amino)phenyl)methanone